CC1C=2C=CC(=C(C2CN2C1C=1C=C(C(=CC1CC2)O)O)O)O 13-methyl-5,8,13,13a-Tetrahydro-6H-isoquino[3,2-a]isoquinoline-2,3,9,10-tetraol